ethyl (E)-3-(2-formyl-5-(trifluoromethyl)phenoxy)acrylate C(=O)C1=C(O/C=C/C(=O)OCC)C=C(C=C1)C(F)(F)F